(4-(6-chloro-5-fluoro-3,3-dimethylindolin-1-yl)-1,3,5-triazin-2-yl)-4-(3-(dimethylamino)pyrrolidin-1-yl)-6-methoxybenzene-1,3-diamine ClC1=C(C=C2C(CN(C2=C1)C1=NC(=NC=N1)C1=C(C(=CC(=C1N)N1CC(CC1)N(C)C)OC)N)(C)C)F